2H,3H,4H-pyrido[3,2-b][1,4]oxazine-8-amine O1C2=C(NCC1)N=CC=C2N